OC(C)(C)C1=CC=C(S1)S(=O)(=O)N 5-(2-hydroxypropan-2-yl)thiophene-2-sulfonamide